3-((diethoxyphosphoryl)oxy)-2-hydroxypropyl methacrylate C(C(=C)C)(=O)OCC(COP(=O)(OCC)OCC)O